C(C)(C)(C)OC METHYL TERT-BUTYL ETHER